9,9-Bis(3,5-diethyl-4-aminophenyl)fluorene C(C)C=1C=C(C=C(C1N)CC)C1(C2=CC=CC=C2C=2C=CC=CC12)C1=CC(=C(C(=C1)CC)N)CC